4-((2,6-difluoro-4-((3-methyl-1H-1,2,4-triazol-1-yl)methyl)benzyl)oxy)phenyl sulfurofluoridate S(OC1=CC=C(C=C1)OCC1=C(C=C(C=C1F)CN1N=C(N=C1)C)F)(=O)(=O)F